O1C=CC2=C1C=C(C=C2)[C@H]2[C@@H](CCCC2)O trans-2-(6-benzofuranyl)cyclohexan-1-ol